COC1=CC=C(OCC(=O)N(CC2SCCC2)C2=NNC=C2)C=C1 2-(4-methoxyphenoxy)-N-(1H-pyrazol-3-yl)-N-(tetra-hydrothiophen-2-yl-methyl)acetamide